(4-(3-(cyclopropylmethoxy)oxetan-3-yl)phenyl)(4-(4-(trifluoromethyl)phenyl)piperidin-1-yl)methanone C1(CC1)COC1(COC1)C1=CC=C(C=C1)C(=O)N1CCC(CC1)C1=CC=C(C=C1)C(F)(F)F